O[C@@]1([C@@H](CC[C@H](C1)C)C(C)C)C(=O)NCCC1=C(C=CC=C1)OCCCO (1S,2S,5R)-1-hydroxy-N-(2-(3-hydroxypropoxy)phenethyl)-2-isopropyl-5-methylcyclohexane-1-carboxamide